FC1=C(C=CC(=N1)C(=O)NC([2H])([2H])[2H])N1CCN(CC1)CC=1C(=C2NC(C(=NC2=CC1)C(F)(F)F)=O)F 6-fluoro-5-(4-((5-fluoro-3-oxo-2-(trifluoromethyl)-4H-quinoxalin-6-yl)methyl)piperazin-1-yl)-N-(methyl-d3)pyridine-2-carboxamide